C(C)N1N=C2C(=CC(=CC2=C1)C=1C(=CC(=C(C1)NC(=O)N1C[C@@H](CC1)CC(F)(F)F)F)C)N1CCOCC1 (S)-N-(5-(2-Ethyl-7-morpholino-2H-indazol-5-yl)-2-fluoro-4-methylphenyl)-3-(2,2,2-trifluoroethyl)pyrrolidine-1-carboxamide